(2R,4s)-1-[(2R)-2-(4-cyclopropyl-triazol-1-yl)-3,3-dimethyl-butyryl]-4-hydroxy-N-(2-methyl-5-tetrahydrofuran-2-yl-pyrazol-3-yl)pyrrolidine-2-carboxamide C1(CC1)C=1N=NN(C1)[C@@H](C(=O)N1[C@H](C[C@@H](C1)O)C(=O)NC=1N(N=C(C1)C1OCCC1)C)C(C)(C)C